N-(5-Cyano-6-(1-methyl-1H-pyrazol-3-yl)pyridin-3-yl)-1-(chinolin-5-yl)-5-(trifluoromethyl)-1H-pyrazol-4-carboxamid C(#N)C=1C=C(C=NC1C1=NN(C=C1)C)NC(=O)C=1C=NN(C1C(F)(F)F)C1=C2C=CC=NC2=CC=C1